OCC[C@@H]1[C@H]2CC[C@@H](CN1C(=O)OCC1=CC=CC=C1)N2C(=O)OC(C)(C)C 3-benzyl 8-(tert-butyl) (1R,2R,5S)-2-(2-hydroxyethyl)-3,8-diazabicyclo[3.2.1]octane-3,8-dicarboxylate